CS(=O)(=O)C=1C=CC(=NC1)C=O 5-(methylsulfonyl)pyridine-2-carbaldehyde